ClC=1C(=NC(=NC1)NC=1C=NC(=CC1)N1CCOCC1)NC1=C(C=CC=C1)C(F)(F)F 5-chloro-N2-(6-morpholinylpyridin-3-yl)-N4-(2-(trifluoromethyl)phenyl)pyrimidine-2,4-diamine